C[N+](CCCBr)(C)C 3-trimethylammoniopropyl bromide